N-(adamantan-2-yl)-4-(2-chlorophenyl)-1H-pyrrole-2-carboxamide C12C(C3CC(CC(C1)C3)C2)NC(=O)C=2NC=C(C2)C2=C(C=CC=C2)Cl